C(C1=CC=CC=C1)N1[C@H](CC(=C[C@H]1C)C=1SC2=C(N1)C(=CC(=C2)O)F)C 2-((2s,6r)-1-benzyl-2,6-dimethyl-1,2,3,6-tetrahydropyridin-4-yl)-4-fluorobenzo[d]thiazol-6-ol